3-amino-5-(alpha-aminoethyl)tetrahydrofuran NC1COC(C1)C(C)N